(R)-2-methyl-2-(5-(3-methylmorpholino)-3-(1H-pyrazol-5-yl)isothiazolo[4,5-b]pyridin-7-yl)propanoic acid CC(C(=O)O)(C)C1=C2C(=NC(=C1)N1[C@@H](COCC1)C)C(=NS2)C2=CC=NN2